C(C(=O)O)(=O)O.C1N(CC12CNCCC2)C(=O)OC(C)(C)C.C(C)(C)(C)OC(=O)N2CC1(C2)CNCCC1 tert-butyl 2,6-diazaspiro[3.5]nonane-2-carboxylate hemioxalate